sodium bis(hydroxymethyl)propane pyrrole-2,5-dicarboxylate N1C(=CC=C1C(=O)[O-])C(=O)[O-].OCC(C)(C)CO.[Na+].[Na+]